Ethanesulfonic acid {2-[6-amino-8-(6-iodo-indan-5-ylsulfanyl)-purin-9-yl]-ethyl}-amide NC1=C2N=C(N(C2=NC=N1)CCNS(=O)(=O)CC)SC=1C=C2CCCC2=CC1I